O1C(C1)=COC1=CC2=CC=C(C=C2C=C1)OC=C1OC1 2,6-bis(oxiranyl-2-ylmethoxy)naphthalene